O1CC(C1)OC1=NC(=NC=C1C(F)(F)F)N[C@H]1C[C@H](CCC1)C1=NN=C2N1N=C(C=C2)C#N 3-[(1S,3R)-3-[[4-(oxetan-3-yloxy)-5-(trifluoromethyl)pyrimidin-2-yl]amino]cyclohexyl]-[1,2,4]triazolo[4,3-b]pyridazine-6-carbonitrile